C(=O)(O)[C@H](CC(=O)N1CC2=C(C(=CC(=C2C1)C)OC)C)C 2-((S)-3-carboxybutanoyl)-6-methoxy-4,7-dimethylisoindolin